C(CCCCCC(=O)Cl)(=O)Cl heptanedioyl chloride